CC/C=C\C[C@@H](/C=C/C=C\C=C\C=C\[C@H]([C@H](C/C=C\CCC(=O)O)O)O)O 7S,8R,17S-trihydroxy-4Z,9E,11E,13Z,15E,19Z-docosahexaenoic acid